n-hexyltris(tert-butoxy)tin C(CCCCC)[Sn](OC(C)(C)C)(OC(C)(C)C)OC(C)(C)C